Ethyl 2-ethoxy-5-methoxybenzoate C(C)OC1=C(C(=O)OCC)C=C(C=C1)OC